C1(CC1)OCC1=NC=CC(=C1)C1=NOC(=N1)[C@H](C)NC(OC(C)(C)C)=O tert-butyl (S)-(1-(3-(2-(cyclopropoxymethyl)pyridin-4-yl)-1,2,4-oxadiazol-5-yl)ethyl)carbamate